C(C)(C)(C)C1CCC(CC1)CC=1C(C2=CC=CC=C2C(C1)=O)=O 2-[(4-tert-butylcyclohexyl)methyl]-1,4-naphthalenedione